BrC1=CC=C(C=C1)N1C[C@@H](N([C@@H](C1)C)C)C cis-4-(4-bromophenyl)-1,2,6-trimethylpiperazine